4-((8-(1-(2,3-dihydrobenzofuran-6-yl)ethyl)-1-methyl-2,4-dioxo-1,3,8-triazaspiro[4.5]decan-3-yl)methyl)benzonitrile O1CCC2=C1C=C(C=C2)C(C)N2CCC1(C(N(C(N1C)=O)CC1=CC=C(C#N)C=C1)=O)CC2